CC(CC(CC=1C=NC=CC1)NC(OCC1=CC=C(C=C1)OC)=O)=C (4-methoxyphenyl)methyl N-[3-methyl-1-(3-pyridylmethyl)but-3-enyl]carbamate